2-(m-fluorophenyl)-1,2-dihydro-2,3,1-benzodiazaborinin-1-ol FC=1C=C(C=CC1)N1B(C2=C(C=N1)C=CC=C2)O